[3-[4-(hydroxymethyl)phenyl]-5-[[1-(trifluoromethyl)cyclopropyl]methoxy]phenyl]-[4-(5-methyloxazolo[4,5-b]pyridin-2-yl)piperazin-1-yl]methanone OCC1=CC=C(C=C1)C=1C=C(C=C(C1)OCC1(CC1)C(F)(F)F)C(=O)N1CCN(CC1)C=1OC=2C(=NC(=CC2)C)N1